2-(4-Chloro-3-fluorophenoxy)-N-(3-ethynylbicyclo[1.1.1]pent-1-yl)acetamide ClC1=C(C=C(OCC(=O)NC23CC(C2)(C3)C#C)C=C1)F